COC1=C(CN2C(C(C3=C2N=CN=C3N3C[C@H](N(C[C@@H]3C)C(=O)OC(C)(C)C)C)=C)=O)C=CC(=C1)OC tert-butyl (2R,5S)-4-(7-(2,4-dimethoxybenzyl)-5-methylene-6-oxo-6,7-dihydro-5H-pyrrolo[2,3-d]pyrimidin-4-yl)-2,5-dimethylpiperazine-1-carboxylate